The molecule is a dicarboxylic acid that is malonic acid substituted with a heptyl group at position C-2. It has a role as a metabolite. It derives from a malonic acid. CCCCCCCC(C(=O)O)C(=O)O